1-[4-[2-methyl-5-(trifluoromethyl)-1,2,4-triazol-3-yl]phenyl]methylamine CN1N=C(N=C1C1=CC=C(C=C1)CN)C(F)(F)F